[Si](C)(C)(C(C)(C)C)OCCCNCCN N1-(3-((tert-butyldimethylsilyl)oxy)propyl)ethane-1,2-diamine